N[C@@H](CN1C(C=2NC=3C=CC(=CC3C2C2=C(C1)C=CC=C2)F)=O)C[C@@H](CN)F 6-((2R,4S)-2,5-diamino-4-fluoropentyl)-11-fluoro-5,8-dihydrobenzo[5,6]azepino[3,4-b]indol-7(6H)-one